(S)-N-((R or S)-(3-chloro-2,4-difluorophenyl)(6-(difluoromethyl)-5-fluoropyridin-2-yl)methyl)-2-oxoimidazolidine-4-carboxamide ClC=1C(=C(C=CC1F)[C@@H](NC(=O)[C@H]1NC(NC1)=O)C1=NC(=C(C=C1)F)C(F)F)F |o1:8|